2-[3-ethylsulfanyl-4-[3-methyl-6-(trifluoromethylsulfanyl)imidazo[4,5-c]pyridin-2-yl]phenyl]acetonitrile C(C)SC=1C=C(C=CC1C1=NC2=C(C=NC(=C2)SC(F)(F)F)N1C)CC#N